ClC=1C(=NC(=NC1)NC1CCOCC1)C1=CC=C2CN(C(C2=C1)=O)CC(=O)N[C@H](CO)C1=NC=C(C=C1)C1CC1 2-(6-{5-chloro-2-[(oxan-4-yl)amino]pyrimidin-4-yl}-1-oxo-2,3-dihydro-1H-isoindol-2-yl)-N-[(1S)-1-(5-cyclopropylpyridin-2-yl)-2-hydroxyethyl]acetamide